ClC1=C(C=C(C=C1)C1=NN(C(=N1)CC(=O)NCC1=CC(=NC(=C1)C)C)CC)F 2-[3-(4-Chloro-3-fluorophenyl)-1-ethyl-1H-1,2,4-triazol-5-yl]-N-((2,6-dimethylpyridin-4-yl)methyl)acetamide